2-(3-chlorophenoxy)-9-(4-(2,4,6-triisopropylphenyl)pyridin-2-yl)-9H-carbazole ClC=1C=C(OC2=CC=3N(C4=CC=CC=C4C3C=C2)C2=NC=CC(=C2)C2=C(C=C(C=C2C(C)C)C(C)C)C(C)C)C=CC1